C(C)(C)(C)OC(=O)NCCCC[C@H](NC([C@@H](NC([C@@H](NC([C@@H](NC([C@H](N)COC(C)(C)C)=O)CCCCNC(=O)OC(C)(C)C)=O)CCCCNC(=O)OC(C)(C)C)=O)CCCCNC(=O)OC(C)(C)C)=O)C(=O)OCC1=CC=CC=C1 benzyl N6-(tert-butoxycarbonyl)-N2-(N6-(tert-butoxycarbonyl)-N2-(N6-(tert-butoxycarbonyl)-N2-(N6-(tert-butoxycarbonyl)-N2-(O-(tert-butyl)-D-seryl)-L-lysyl)-L-lysyl)-L-lysyl)-L-lysinate